BrC=1C(=CC(=C(C1)C=NC1CCN(CC1)C)[N+](=O)[O-])OC 1-(5-Bromo-4-methoxy-2-nitrophenyl)-N-(1-methylpiperidin-4-yl)methanimine